C(CCCCCC(C)C)C1(C(=O)O)C(C(=O)O)(C=CC=C1)CCCCCCC(C)C.C1CCCCC1 cyclohexane 1,2-di-isononyl-phthalate